FC=1C=C(C=CC1)C1(CC1)C=O (3-fluorophenyl)cyclopropane-1-carbaldehyde